tert-butyl 2-(4-fluorophenyl)-7,7-dimethyl-6,7-dihydropyrazolo[1,5-a]pyrazine-5(4H)-carboxylate FC1=CC=C(C=C1)C1=NN2C(CN(CC2(C)C)C(=O)OC(C)(C)C)=C1